C(C)(C)(C)OC(=O)N1[C@@H](CN[C@H](C1)CCO[Si](C)(C)C(C)(C)C)C.C(C)(=O)NC1=C(C(=O)NC=2SC(=CC2)C(C)C)C=CC=C1 acetamido-N-(5-isopropylthiophen-2-yl)benzamide tert-butyl-(2R,5S)-5-(2-((tert-butyldimethylsilyl)oxy)ethyl)-2-methylpiperazine-1-carboxylate